BrC=1C=C(C2=C(N(C(O2)=O)C)C1)N1CCOCC1 5-bromo-3-methyl-7-morpholinobenzo[d]oxazol-2(3H)-one